ClCCCCCCCCCCCCCC(OCC)OCC 14-chloro-1,1-diethoxytetradecane